2,6-naphthalenedicarbohydrazide C1=C(C=CC2=CC(=CC=C12)C(=O)NN)C(=O)NN